C1(CC1)C=1C=CC=C2C=CC=C(C12)C1=C(C=2N=C(N=C(C2C=N1)N1CC(CCC1)(O)C)OCC12CCCN2CCC1)F 1-(7-(8-cyclopropylnaphthalen-1-yl)-8-fluoro-2-((hexahydro-1H-pyrrolizin-7a-yl)methoxy)pyrido[4,3-d]pyrimidin-4-yl)-3-methylpiperidin-3-ol